(4-(5-(2,5-difluorobenzyl)-1H-pyrazolo[3,4-b]pyridin-3-yl)phenyl)(4-methylpiperazin-1-yl)methanone FC1=C(CC=2C=C3C(=NC2)NN=C3C3=CC=C(C=C3)C(=O)N3CCN(CC3)C)C=C(C=C1)F